3-(3-hydroxyphenyl)-4-(3-methoxyphenyl)chroman-7-ol ethyl-4-amino-2-(4-tert-butylphenyl)-6-chloro-pyrimidine-5-carboxylate C(C)N1C(N=C(C(=C1Cl)C(=O)OC1=CC=C2C(C(COC2=C1)C1=CC(=CC=C1)O)C1=CC(=CC=C1)OC)N)C1=CC=C(C=C1)C(C)(C)C